(R)-4-chloro-N-(1-methylpiperidin-3-yl)pyrrolo[1,2-d][1,2,4]triazin-1-amine ClC1=NN=C(C=2N1C=CC2)N[C@H]2CN(CCC2)C